BrC=1C=C(CNC=2N(C=C(N2)C2=CC=CC=C2)C2=CC(=CC=C2)F)C=CC1C(F)(F)F N-(3-bromo-4-(trifluoromethyl)benzyl)-1-(3-fluorophenyl)-4-phenyl-1H-imidazol-2-amine